N[C@](C(=O)O)(C)C1CC1 (2R)-2-AMINO-2-CYCLOPROPYLPROPANOIC ACID